ClC1=C(C(=CC=C1)Cl)N1CC(C1)C=1C=C2CCC(C2=CC1)N1CCC(CC1)(O)C (5-(1-(2,6-dichlorophenyl)azetidin-3-yl)-2,3-dihydro-1H-inden-1-yl)-4-methyl-piperidin-4-ol